2-(5-(2,6-dimethoxyphenyl)-1-(2-isopropyl-4-(methyl(4-methyl-7-(methylamino)heptyl)amino)phenyl)-1H-pyrazole-3-carboxamido)adamantane-2-carboxylic acid COC1=C(C(=CC=C1)OC)C1=CC(=NN1C1=C(C=C(C=C1)N(CCCC(CCCNC)C)C)C(C)C)C(=O)NC1(C2CC3CC(CC1C3)C2)C(=O)O